(5-fluoro-2,3-dihydro-1H-inden-1-yl)-N-(2-oxo-1,2-dihydropyridin-4-yl)-4-(trifluoromethyl)benzamide FC=1C=C2CCC(C2=CC1)C1=C(C(=O)NC2=CC(NC=C2)=O)C=CC(=C1)C(F)(F)F